FC=1C=CC=2N(C3=CC=C(C=C3C2C1)F)C[C@H](CN1C(N[C@@H](C1)C)=O)O (R)-1-((R)-3-(3,6-difluoro-9H-carbazol-9-yl)-2-hydroxypropyl)-4-methyl-imidazolidin-2-one